NC1=C(C=2C(=NC=CC2)N1COCC[Si](C)(C)C)C(=O)OC1CCN(CC1)C(=O)OC(C)(C)C (1-(tert-butoxycarbonyl) piperidin-4-yl) amino-1-((2-(trimethylsilyl) ethoxy) methyl)-1H-pyrrolo[2,3-b]pyridine-3-carboxylate